1-(trans-4-((4-(4-chloro-5-methyl-1H-pyrazol-3-yl)-5-(trifluoromethyl)pyrimidin-2-yl)amino)cyclohexyl)-3-(2,2-difluoroethyl)-1-(5-(2-methoxypyrimidin-5-yl)pyrazin-2-yl)urea ClC=1C(=NNC1C)C1=NC(=NC=C1C(F)(F)F)N[C@@H]1CC[C@H](CC1)N(C(=O)NCC(F)F)C1=NC=C(N=C1)C=1C=NC(=NC1)OC